C(C)(C)(C)OC(=O)N[C@H](CC(=O)O)C1=CC=CC=C1 (R)-3-((tert-Butoxycarbonyl)amino)-3-phenylpropionic acid